[1,2,3]Oxathiazine-2,2-dioxide O1S(N=CC=C1)(=O)=O